O=C1N(CCC(N1)=O)N1C(C2=CC=C(C=C2C1=O)N1CCC(CC1)CN1CCC(CC1)N1N=CC2=CC=C(C(=C12)NC(C1=CC(=CC=C1)C(F)(F)F)=O)OC)=O N-(1-(1-((1-(2-(2,4-dioxotetrahydropyrimidin-1(2H)-yl)-1,3-dioxoisoindolin-5-yl)piperidin-4-yl)methyl)piperidin-4-yl)-6-methoxy-1H-indazol-7-yl)-3-(trifluoromethyl)benzamide